BrC1=NC=CC(=C1)NC=1N=NC=C(C1)C1=CC=C(C=C1)OC(F)F N-(2-bromopyridin-4-yl)-5-(4-(difluoromethoxy)phenyl)pyridazin-3-amine